C1(=CC(=CC=C1)N(C1=CC=C(C=C1)[N+](=O)[O-])CCCS(=O)(=O)[O-])N(C1=CC=C(C=C1)[N+](=O)[O-])CCCS(=O)(=O)[O-].[K+].[K+] Potassium 3,3'-(1,3-phenylenebis((4-nitrophenyl)azanediyl))bis-(propane-1-sulfonate)